FC(C)C1=CC(=C(C=C1OC)CC(CC)N)OC 1-(4-(1-fluoroethyl)-2,5-dimethoxyphenyl)butan-2-amine